(E)-1-(4-Hydroxyphenyl)-3-[4-(1,3-thiazol-4-ylmethoxy)phenyl]prop-2-en-1-one OC1=CC=C(C=C1)C(\C=C\C1=CC=C(C=C1)OCC=1N=CSC1)=O